2-(4-((4-(piperazin-1-yl)piperidin-1-yl)methyl)piperidin-1-yl)acetic acid tert-butyl ester C(C)(C)(C)OC(CN1CCC(CC1)CN1CCC(CC1)N1CCNCC1)=O